FC=1C=2N(C=C(C1)C=1NC3=CC=C(C=C3C1C(C)C)C1CCNCC1)C=CN2 8-fluoro-6-(3-isopropyl-5-(piperidin-4-yl)-1H-indol-2-yl)imidazo[1,2-a]pyridine